ClC1=NC=C(C(=N1)N1CCN(CC1)CC=1OC2=C(N1)C=CC=C2)C(F)(F)F 2-((4-(2-chloro-5-(trifluoromethyl)pyrimidin-4-yl)piperazin-1-yl)methyl)benzo[d]oxazole